S(N)(O)(=O)=O.S(N)(O)(=O)=O sulfamic acid, sulfamic acid salt